C(C)(=O)N1C=C(C=C1)B(O)O 1-ACETYL-PYRROL-3-YLBORONIC ACID